1-isopropyl-2,4-dioxo-3-(pyridin-2-yl)-1,2,3,4-tetrahydropyrimidine-5-carboxamide C(C)(C)N1C(N(C(C(=C1)C(=O)N)=O)C1=NC=CC=C1)=O